ruthenium-nickel oxyhydroxide O(O)O.[Ni].[Ru]